FC1=CC=C(C=C1)S(=O)(=O)N1CCCC2=CC(=CC=C12)C1=C(SC=C1)S(=O)(=O)N (1-((4-fluorophenyl)sulfonyl)-1,2,3,4-tetrahydroquinolin-6-yl)thiophene-2-sulfonamide